3-allyl-1-ethyl-6-(4-methoxybenzyl)-1,6-dihydro-7H-pyrrolo[2,3-d]pyridazin-7-one C(C=C)C1=CN(C=2C(N(N=CC21)CC2=CC=C(C=C2)OC)=O)CC